ClC=1C=C(CN2[C@@H](C[C@@](CC2)(C(=O)O)CC2=NC(=CC=C2F)NC2=NNC(=C2)C)C)C=CC1F (2R,4R)-1-(3-chloro-4-fluorobenzyl)-4-((3-fluoro-6-((5-methyl-1H-pyrazol-3-yl)amino)pyridin-2-yl)methyl)-2-methylpiperidine-4-carboxylic acid